COC([C@H]([C@@H](C1CC1)C1=CC=C2CCN(CC2=C1)C1CCN(CC1)CC1=C(C=CC(=C1)C(F)(F)F)C(F)(F)F)C)=O (2S,3R)-methyl-3-(2-(1-(2,5-bis(trifluoromethyl)benzyl)-piperidin-4-yl)-1,2,3,4-tetrahydroisoquinolin-7-yl)-3-cyclopropyl-2-methylpropanoate